ClC1=C(C(=CC=C1)Cl)N1N=C(C(=C1)NC=1C=NN(C1)CC(=O)N1CCS(CC1)(=O)=O)C(=O)N 1-(2,6-dichlorophenyl)-4-((1-(2-(1,1-dioxidothiomorpholino)-2-oxoethyl)-1H-pyrazol-4-yl)amino)-1H-pyrazole-3-carboxamide